C1(CC1)C(=O)C1=CNC(C2=CC(=CC=C12)S(=O)(=O)NC1(CC1)C)=O 4-(cyclopropanecarbonyl)-N-(1-methylcyclopropyl)-1-oxo-1,2-dihydroisoquinoline-7-sulfonamide